1-aminoethyl-2-heptadecenyl-imidazoline acetate C(C)(=O)O.NC(C)N1C(=NCC1)C=CCCCCCCCCCCCCCCC